CC1=NC(=CC(=C1[N+](=O)[O-])NC1=CC=C(CCNC(C)=O)C=C1)C N-(4-(2,6-dimethyl-3-nitropyridine-4-ylamino)phenethyl)acetamide